(2S)-1-(tert-butoxy)-4-(4-(trifluoromethyl)phenyl)pyrrolidine-2-carboxylic acid C(C)(C)(C)ON1[C@@H](CC(C1)C1=CC=C(C=C1)C(F)(F)F)C(=O)O